CN1C(C(NC(C=2N=CC3=C(CC4(C(NC=5N=CC(C=CCN(CCCCC1)C)=CC45)=O)C3)C2)=O)CC=2C=C3C=NNC3=C(C2)C)=O 12,18-dimethyl-10-[(7-methyl-1H-indazol-5-yl)methyl]-6,9,12,18,24,26-hexazapentacyclo[20.5.2.11,4.13,7.025,28]hentriaconta-3,5,7(30),20,22(29),23,25(28)-heptaene-8,11,27-trione